(5-bromo-2-chlorobenzyl)-1-(N,N-dimethylsulfamoyl)-1H-pyrazole-4-carboxylic acid BrC=1C=CC(=C(CC2=NN(C=C2C(=O)O)S(N(C)C)(=O)=O)C1)Cl